4-(3,5-dimethyl-p-cyanophenoxy)benzoborole CC=1C=C(OC2=CC=CC3=C2C=CB3)C=C(C1C#N)C